BrC=1C=C(C2=CC(=CC=C2C1)OC1CC1)C(CNC(C)=O)CO N-(2-(3-bromo-7-cyclopropoxy-naphthalen-1-yl)-3-hydroxypropyl)acetamide